CO[C@@H]1CN(CC1)S(=O)(=O)N (3s)-3-methoxypyrrolidine-1-sulfonamide